CC=1N=CN(C1)C=1C=C(C=C(C1)C(F)(F)F)NC1=NC=2C=CC(=C3CCCN1C23)OC2=CC(=NC=C2)NC(C)=O N-(4-((2-((3-(4-methyl-1H-imidazol-1-yl)-5-(trifluoromethyl)phenyl)amino)-5,6-dihydro-4H-imidazo[4,5,1-ij]quinolin-7-yl)oxy)pyridin-2-yl)acetamide